di-linoleamidopropyl-dimethyl-ammonium chloride [Cl-].C(CCCCCCC\C=C/C\C=C/CCCCC)(=O)NC(CC[NH+](C)C)NC(CCCCCCC\C=C/C\C=C/CCCCC)=O